ClC=1C(=C(C=CC1Cl)NC=1C2=C(N=CN1)C=NC(=C2)C2CN(CCC2)C(=O)OC(C)(C)C)F tert-butyl 3-(4-((3,4-dichloro-2-fluorophenyl)amino)pyrido[3,4-d]pyrimidin-6-yl)piperidine-1-carboxylate